COC=1C=C(C=CC1OC)C1=C(N(C2=CN=C(C=C21)C2CCN(CC2)C2CCN(CC2)C(=O)C2=CC=CC=C2)C)C (4-(3-(3,4-dimethoxyphenyl)-1,2-dimethyl-1H-pyrrolo[2,3-c]pyridin-5-yl)-[1,4'-bipiperidin]-1'-yl)(phenyl)methanone